ClCCCN=C=O 3-chloropropyl isocyanate